1-(3-(methylsulfonyl)phenoxy)-3-(8-(4'-((2,2,2-trifluoroethylamino)methyl)biphenyl-3-ylsulfonyl)-1-oxa-8-azaspiro[4.5]decan-3-ylamino)propan-2-ol CS(=O)(=O)C=1C=C(OCC(CNC2COC3(C2)CCN(CC3)S(=O)(=O)C=3C=C(C=CC3)C3=CC=C(C=C3)CNCC(F)(F)F)O)C=CC1